1-acetylpiperidine-4-carbonyl chloride C(C)(=O)N1CCC(CC1)C(=O)Cl